C12CNCC(N1C1=NC(=NC3=C(C(=C(C=C13)Cl)C1=CC=CC3=C1N=C(S3)N)F)OC[C@H]3N(CCC3)C)C2 4-(4-(3,6-diazabicyclo[3.1.1]heptan-6-yl)-6-chloro-8-fluoro-2-(((S)-1-methylpyrrolidin-2-yl)methoxy)quinazolin-7-yl)benzo[d]thiazol-2-amine